C(#N)C=1C=C2C(=NC1)N(N=C2)C2=NC=C(C(=O)NC[C@H](C(=O)N[C@H](CO)C)F)C(=C2)NC(C)C 6-(5-cyano-1H-pyrazolo[3,4-b]pyridin-1-yl)-N-((R)-2-fluoro-3-(((S)-1-hydroxypropan-2-yl)amino)-3-oxopropyl)-4-(isopropylamino)nicotinamide